(1R,2S)-2-aminocyclobutanol N[C@@H]1[C@@H](CC1)O